C(C)OC(=O)C1=CNC(C=C1)=O 6-oxo-1,6-Dihydropyridine-3-carboxylic acid ethyl ester